N-[(2E)-3-[(3-fluoro-4-methoxyphenyl)(oxo){[(trifluoromethyl)sulfanyl]imino}-λ6-sulfanyl]prop-2-en-1-yl]-2-oxo-1,2,5,6,7,8-hexahydroquinoline-3-carboxamide FC=1C=C(C=CC1OC)S(/C=C/CNC(=O)C=1C(NC=2CCCCC2C1)=O)(=NSC(F)(F)F)=O